2-azaspiro[4.4]Nonane-2-carboxylic acid tert-butyl ester C(C)(C)(C)OC(=O)N1CC2(CC1)CCCC2